FC1=C(CNCC2=NC=C(C=C2)C2=C(C=CC=C2F)F)C(=CC=C1)F N-(2,6-difluorobenzyl)-1-(5-(2,6-difluorophenyl)pyridin-2-yl)methanamine